bicyclo[6.1.0]non-4-yn-9-ylmethanol-lysine N[C@@H](CCCCN)C(=O)O.C12CCC#CCCC2C1CO